(2r,3s)-1-benzyloxycarbonyl-2-[(2s,4r)-2-[(1-methylindazol-5-yl)methylcarbamoyl]-4-(p-tolylmethyl)pyrrolidine-1-carbonyl]piperidine-3-carboxylic acid C(C1=CC=CC=C1)OC(=O)N1[C@H]([C@H](CCC1)C(=O)O)C(=O)N1[C@@H](C[C@H](C1)CC1=CC=C(C=C1)C)C(NCC=1C=C2C=NN(C2=CC1)C)=O